C=CCCCCCC(CCCCCCC=O)=O pentadec-1-ene-8,15-dione